(3S,4S)-1-cyclopropylmethyl-4-{[5-(2,4-difluoro-phenyl)-isoxazole-3-carbonyl]-amino}-piperidine-3-carboxylic acid [1-methyl-1-(5-methyl-[1,2,4]oxadiazol-3-yl)-ethyl]-amide CC(C)(C1=NOC(=N1)C)NC(=O)[C@H]1CN(CC[C@@H]1NC(=O)C1=NOC(=C1)C1=C(C=C(C=C1)F)F)CC1CC1